OC1=NC=NC2=CC(=C(C=C12)C=1CCN(CC1)C(=O)OC(C)(C)C)OC tert-butyl 4-(4-hydroxy-7-methoxyquinazolin-6-yl)-3,6-dihydropyridine-1(2H)-carboxylate